ClC1=C(C(=O)N2[C@H](C=3C(CC2)=C(N(N3)C)C=3C=C(C=NC3)CC(=O)N)C)C=CC=C1OC 2-[5-[(7S)-6-(2-chloro-3-methoxy-benzoyl)-2,7-dimethyl-5,7-dihydro-4H-pyrazolo[3,4-c]pyridin-3-yl]-3-pyridinyl]acetamide